6-chloro-4-(3-(5-fluoropyrimidin-2-yl)-2-methoxyphenylamino)-N-trideuteromethylpyridazine-3-carboxamide ClC1=CC(=C(N=N1)C(=O)NC([2H])([2H])[2H])NC1=C(C(=CC=C1)C1=NC=C(C=N1)F)OC